1-(3-bromophenyl)dibenzo[b,d]Thiophene BrC=1C=C(C=CC1)C1=CC=CC=2SC3=C(C21)C=CC=C3